(1R,3R)-3-((S)-2-((Cyclopentyloxy)methyl)-6-(methoxycarbonyl)-7-methyl-6,7,8,9-tetrahydro-3H-imidazo[4,5-f]chinolin-3-yl)cyclohexan C1(CCCC1)OCC=1N(C=2C(=C3CC[C@@H](N(C3=CC2)C(=O)OC)C)N1)C1CCCCC1